methyl (S)-4-methoxy-5-azaspiro[2.4]hept-4-ene-6-carboxylate COC=1C2(CC2)C[C@H](N1)C(=O)OC